C1(CCCCC1)CN1CC(CCC1)CC=1C=CC2=C(C(=NO2)N2C(NC(CC2)=O)=O)C1 1-(5-((1-(cyclohexylmethyl)piperidin-3-yl)methyl)benzo[d]isoxazol-3-yl)dihydropyrimidine-2,4(1H,3H)-dione